C1(=C(C=CC=C1)N)N 1,2-phenylendiamin